5,6-dichloro-2-(methylamino)-1H-benzo[d]imidazole-4,7-dione ClC=1C(C2=C(NC(=N2)NC)C(C1Cl)=O)=O